ClC=1C(=C(C(=O)OC2CCN(CC2)C)C(=CC1)Cl)OC 1-methylpiperidin-4-yl 3,6-dichloro-2-methoxybenzoate